N[C@H]1C(N(CC1)C1=CC(=C(C(=C1)F)C1C(NC(CC1)=O)=O)F)=O 3-(4-((R)-3-amino-2-oxopyrrolidin-1-yl)-2,6-difluorophenyl)piperidine-2,6-dione